(S)-4-(2-acryloyl-2,6-diazaspiro[3.4]octan-6-yl)-6-(2,3-dihydrobenzo[b][1,4]dioxin-5-yl)-2-((1-methylpyrrolidin-2-yl)methoxy)pyrimidine-5-carbonitrile C(C=C)(=O)N1CC2(C1)CN(CC2)C2=NC(=NC(=C2C#N)C2=CC=CC=1OCCOC12)OC[C@H]1N(CCC1)C